OC1CCCC12CCN(CC2)C2=CC1=C(CC(O1)(C)C)C=C2NC(=O)C=2C=NN1C2N=CC=C1 N-(6-(1-hydroxy-8-azaspiro[4.5]decan-8-yl)-2,2-dimethyl-2,3-dihydrobenzofuran-5-yl)pyrazolo[1,5-a]pyrimidine-3-carboxamide